(3-(3-methyl-2,4-dioxo-1,2,3,4-tetrahydroquinazoline-7-yl)benzamido)N-methyl-pyridine CN1C(NC2=CC(=CC=C2C1=O)C=1C=C(C(=O)NC2N(C=CC=C2)C)C=CC1)=O